3-(5-(4-((2-azaspiro[3.3]heptan-2-yl)methyl)-6-methoxypyridin-2-yl)-1-oxoisoindolin-2-yl)piperidine-2,6-dione C1N(CC12CCC2)CC2=CC(=NC(=C2)OC)C=2C=C1CN(C(C1=CC2)=O)C2C(NC(CC2)=O)=O